C(=O)C1=CC=C(C[NH-])C=C1 4-formylbenzyl-amide